CC=1C(OC2(C1C1=CC=CC=C1)OCC(C2)(C2=CC=CC=C2)C2=CC=CC=C2)=O 3-methyl-4,8,8-triphenyl-1,6-dioxaspiro[4.4]non-3-en-2-one